1,4-bis(4-fluorobenzoyl)benzene Methyl-((1R,2R)-2-(2-bromoethynyl)cyclopropyl)benzoate CC=1C(=C(C(=O)O)C=CC1)[C@H]1[C@@H](C1)C#CBr.FC1=CC=C(C(=O)C2=CC=C(C=C2)C(C2=CC=C(C=C2)F)=O)C=C1